7-ethoxyacridine-3,9-diamine C(C)OC1=CC=C2N=C3C=C(C=CC3=C(C2=C1)N)N